di(butylbenzyl) sulfide C(CCC)C(C1=CC=CC=C1)SC(C1=CC=CC=C1)CCCC